ClC1=CC=C2[C@](C(NC2=C1)=O)(C)C1=NC(=CC=C1OC)Cl (3R)-6-chloro-3-(6-chloro-3-methoxypyridin-2-yl)-3-methylindolin-2-one